FC1=CC=C(C=C1)C=1C(=NC(=C(C(=O)O)C1OC)C)OC 5-(4-fluorophenyl)-4,6-dimethoxy-2-methylnicotinic acid